2-amino-3-(4-(carboxymethyl)phenyl)propanoic acid NC(C(=O)O)CC1=CC=C(C=C1)CC(=O)O